C(C1=CC=CC=C1)N1C(N=C(C(=C1)C)NCCCCCCCC)=O 1-benzyl-5-methyl-4-(octylamino)pyrimidin-2(1H)-one